difluoro-1,1-dihydroxy-methane FC(O)(O)F